BrC=1C=C(OCC=2C3=C(SC2C(=O)OCC)C=CC=C3Cl)C=CC1C#N Ethyl 3-((3-bromo-4-cyanophenoxy)methyl)-4-chlorobenzo[b]thiophene-2-carboxylate